N1CCC(CC1)CCNC1CC1 N-(2-(piperidin-4-yl)ethyl)cyclopropanamine